(7-hydroxyamino-7-oxoheptyl)-2-(chroman-4-ylamino)pyrimidine-5-carboxamide ONC(CCCCCCC1=NC(=NC=C1C(=O)N)NC1CCOC2=CC=CC=C12)=O